3-cyanomethyl-2-(3-fluorophenyl)indazole C(#N)CC=1N(N=C2C=CC=CC12)C1=CC(=CC=C1)F